Anthracenylmethylacrylate C1(=CC=CC2=CC3=CC=CC=C3C=C12)COC(C=C)=O